CC1=COC2C(OCC(C2)=O)=C1 7-methyl-1,5-benzodioxan-3-one